3-(4-((7-(adamantan-1-ylamino)heptyl)thio)-1-oxoisoindolin-2-yl)-1-methylpiperidine-2,6-dione C12(CC3CC(CC(C1)C3)C2)NCCCCCCCSC2=C3CN(C(C3=CC=C2)=O)C2C(N(C(CC2)=O)C)=O